C(C)(=O)[O-].C(C)[NH+]1CC(CCC1)CCC 1-ethyl-3-propylpiperidinium acetate